(2-(bis(3-methoxyphenyl)methyl)-6-methoxybenzofuran-3-yl)diphenyl-phosphine oxide COC=1C=C(C=CC1)C(C=1OC2=C(C1P(C1=CC=CC=C1)(C1=CC=CC=C1)=O)C=CC(=C2)OC)C2=CC(=CC=C2)OC